5-chloro-N-phenyl-1H-benzo[d]imidazole-2-carboxamide ClC1=CC2=C(NC(=N2)C(=O)NC2=CC=CC=C2)C=C1